ethyl 5-cyclopropyl-3-(2,6-dichloro-4-methoxyphenyl)isoxazole-4-carboxylate C1(CC1)C1=C(C(=NO1)C1=C(C=C(C=C1Cl)OC)Cl)C(=O)OCC